COC1CC(N(C1)C(=O)O)C(=O)O 4-(methoxy)pyrrolidine-1,2-dicarboxylic acid